C(C)C1=CC(=C(C=N1)C1=NC=CC(=C1C=O)NC(OC(C)(C)C)=O)OC tert-butyl (6'-ethyl-3-formyl-4'-methoxy[2,3'-bipyridine]-4-yl)carbamate